(3R)-3-methyl-1-[6-(trifluoromethoxy)pyridin-3-yl]piperazine C[C@@H]1CN(CCN1)C=1C=NC(=CC1)OC(F)(F)F